[Cu].[Ni].[Fe](C#N)C#N ferrous cyanide nickel copper